CNC(=O)OC1=CC=CC=2CC(OC21)(C)C 2,3-dihydro-2,2-dimethyl-7-benzofuranol methyl-carbamate